2-(2-chloro-4-(2-((1-(2,2-difluoroethyl)-4-fluoro-1H-benzo[d]imidazol-2-yl)amino)-2-oxoethyl)phenoxy)nicotinamide ClC1=C(OC2=C(C(=O)N)C=CC=N2)C=CC(=C1)CC(=O)NC1=NC2=C(N1CC(F)F)C=CC=C2F